ClC1=C(N(N=C1C)C)S(=O)(=O)Cl 4-chloro-2,5-dimethylpyrazole-3-sulfonyl chloride